NC1=NC=C(C=C1C1=NC(=NC(=N1)C1=NC(=CC=C1)C(F)(F)F)NC1=CC(=NC=C1)C(F)(F)F)C 4-(2-amino-5-methylpyridin-3-yl)-6-(6-(trifluoromethyl)pyridin-2-yl)-N-(2-(trifluoromethyl)pyridin-4-yl)-1,3,5-triazin-2-amine